Ethyl 2-[4,7-dichloro-6-(4-morpholinophenyl)indazol-2-yl]-2-[(6R)-6-fluoro-6,7-dihydro-5H-pyrrolo[1,2-c]imidazol-1-yl]acetate ClC=1C2=CN(N=C2C(=C(C1)C1=CC=C(C=C1)N1CCOCC1)Cl)C(C(=O)OCC)C1=C2N(C=N1)C[C@@H](C2)F